3-(((R)-1-(methyl-d3)pyrrolidin-2-yl)methyl-d2)-1H-indol-4-yl (9Z,12Z)-octadeca-9,12-dienoate C(CCCCCCC\C=C/C\C=C/CCCCC)(=O)OC1=C2C(=CNC2=CC=C1)C([2H])([2H])[C@@H]1N(CCC1)C([2H])([2H])[2H]